FC1CCN(CC1)C1=NC=CC(=N1)NC(C1=C(C=C(C=C1)NS(=O)(=O)CCO)N1CCC2(CC2)CC1)=O N-(2-(4-Fluoropiperidin-1-yl)pyrimidin-4-yl)-4-((2-hydroxyethyl)sulfonamido)-2-(6-azaspiro[2.5]octan-6-yl)benzamide